8-cyclohexylamino-2'-deoxyadenosine C1(CCCCC1)NC=1N([C@H]2C[C@H](O)[C@@H](CO)O2)C=2N=CN=C(C2N1)N